((2,4-dichlorophenoxy)methyl)oxazole-5-carboxylic acid methyl ester COC(=O)C1=CN=C(O1)COC1=C(C=C(C=C1)Cl)Cl